FC(OC=1C=C(C=CC1)C=1C=C2C=CC=NC2=CC1)(F)F 6-(3-(trifluoromethoxy)phenyl)quinolin